5-[2-(3-trifluoromethyl-phenoxy)-thiazol-4-yl]-3H-[1,2,3]triazole-4-carbonitrile FC(C=1C=C(OC=2SC=C(N2)C2=C(NN=N2)C#N)C=CC1)(F)F